4-(7-(4-cyclopropylpyrimidin-2-yl)-4-(pyridin-4-yl)-6H-pyrrolo[3,2-d]pyrimidin-2-yl)morpholine C1(CC1)C1=NC(=NC=C1)C=1CN=C2C1N=C(N=C2C2=CC=NC=C2)N2CCOCC2